C(C)(C)(C)OC(NC1=CC(=C(C=C1)C=1C=C2C=NN(C2=CC1)C1=CC(=C(C=C1)F)OC)Cl)=O (3-chloro-4-(1-(4-fluoro-3-methoxyphenyl)-1H-indazol-5-yl)phenyl)carbamic acid tert-butyl ester